1-(5-(1,3-dioxolan-2-yl)pentyl)-5-chloro-3-morpholino-1,8-naphthyridin-2(1H)-one O1C(OCC1)CCCCCN1C(C(=CC2=C(C=CN=C12)Cl)N1CCOCC1)=O